N-(2,6-dimethylphenyl)-2-methoxy-5-nitropyridine-3-sulfonamide CC1=C(C(=CC=C1)C)NS(=O)(=O)C=1C(=NC=C(C1)[N+](=O)[O-])OC